N,N-didodecyl-2-benzothiazolyl-sulfenamide Methyl-3-(methoxymethyl)-1-((2-(methyl-d3)-1,2,3,4-tetrahydroisoquinolin-7-yl)methyl)-1H-pyrazole-4-carboxylate COC(=O)C=1C(=NN(C1)CC1=CC=C2CCN(CC2=C1)C([2H])([2H])[2H])COC.C(CCCCCCCCCCC)N(SC=1SC2=C(N1)C=CC=C2)CCCCCCCCCCCC